(S)-2-oxo-1,4-dihydro-2H-spiro[pyrido[2,3-b]pyrazine-3,3'-pyrrolidine]-1'-carbonitrile O=C1NC2=C(N[C@@]13CN(CC3)C#N)N=CC=C2